Methyl 3-amino-2-(3-fluoro-4-hydroxybenzyl)-propanoate NCC(C(=O)OC)CC1=CC(=C(C=C1)O)F